[4-(4,6-Diphenyl-1,3,5-triazin-2-yl)phenyl]spiro[fluorene-9,11'-indeno[1,2-c]quinoline] C1(=CC=CC=C1)C1=NC(=NC(=N1)C1=CC=CC=C1)C1=CC=C(C=C1)C1=C2C3=C(C=NC2=CC=C1)C=1C=CC=CC1C31C3=CC=CC=C3C=3C=CC=CC31